1,7-Bis(4-hydroxyphenyl)heptan-3,5-dione OC1=CC=C(C=C1)CCC(CC(CCC1=CC=C(C=C1)O)=O)=O